CN(C=1SC=2N=CN=CC2N1)C1CC(NC(C1)(C)C)(C)C N-methyl-N-(2,2,6,6-tetramethylpiperidin-4-yl)[1,3]thiazolo[5,4-d]pyrimidin-2-amin